3-Nitrobenzyl (S)-3-cyclopropyl-2-(2-((S)-1-(2,3-difluorobenzyl)-5-oxopyrrolidin-2-yl)acetamido)propanoate C1(CC1)C[C@@H](C(=O)OCC1=CC(=CC=C1)[N+](=O)[O-])NC(C[C@H]1N(C(CC1)=O)CC1=C(C(=CC=C1)F)F)=O